4-{3-[4-(azetidin-1-yl)phenyl]-1H-pyrazol-5-yl}-2-bromopyridine N1(CCC1)C1=CC=C(C=C1)C1=NNC(=C1)C1=CC(=NC=C1)Br